7,7-dimethyl-1,4,6,7-tetrahydro-5H-imidazo[4,5-c]pyridine-5-carboxylic acid tert-butyl ester C(C)(C)(C)OC(=O)N1CC2=C(C(C1)(C)C)NC=N2